C(C1=CC=CC=C1)OC(=O)NC[Se]C(C(=O)O)C (((((benzyloxy)carbonyl)amino)methyl)seleno)propanoic acid